6-(4-Fluoro-2-methoxyphenyl)-N-[(2-oxo-1H-pyridin-3-yl)sulfonyl]-2-(2,4,6-trimethylphenoxy)pyridin-3-carboxamid FC1=CC(=C(C=C1)C1=CC=C(C(=N1)OC1=C(C=C(C=C1C)C)C)C(=O)NS(=O)(=O)C=1C(NC=CC1)=O)OC